(2-methoxyethyl)cyclopentadienyl-tricarbonyl-molybdenum hydride COCCC1(C=CC=C1)[MoH](=C=O)(=C=O)=C=O